8-azaspiro[4.5]decan-2-one hydrochloride Cl.C1C(CCC12CCNCC2)=O